BrCCCCOC1=C(C=CC(=C1)Cl)OC1=C(C=C(C=C1)Cl)Cl 2-(4-bromobutoxy)-4-chloro-1-(2,4-dichlorophenoxy)benzene